N-[(1R,3S)-3-{[6-chloro-2-(trifluoromethyl)quinolin-4-yl]amino}cyclohexyl]-1,2-thiazole-3-carboxamide ClC=1C=C2C(=CC(=NC2=CC1)C(F)(F)F)N[C@@H]1C[C@@H](CCC1)NC(=O)C1=NSC=C1